2,2',3,4,5-pentafluoro-4'-methoxy-5'-nitro-1,1'-biphenyl FC1=C(C=C(C(=C1F)F)F)C1=C(C=C(C(=C1)[N+](=O)[O-])OC)F